(di-tert-butyl ((4R)-5-amino-2-fluoropentane-1,4-diyl)dicarbamate) di-tert-butyl-((4R)-5-amino-2-fluoropentane-1,4-diyl)dicarbamate C(C)(C)(C)N(C(O)=O)CC(C[C@H](CN)N(C(O)=O)C(C)(C)C)F.C(C)(C)(C)N(C(O)=O)CC(C[C@H](CN)N(C(O)=O)C(C)(C)C)F